BrC1=CC=C(C=C1)/C=C/C(=O)N1CC(CC1)NC(C1=CN=C(C=C1)OC)=O (E)-N-(1-(3-(4-bromophenyl)acryloyl)pyrrolidin-3-yl)-6-methoxynicotinamide